6-(Cyclopropanecarboxamido)-4-[2-methoxy-3-[5-(piperazine-1-carbonyl)thiazol-2-yl]anilino]-N-(trideuteromethyl)Pyridazine-3-carboxamide C1(CC1)C(=O)NC1=CC(=C(N=N1)C(=O)NC([2H])([2H])[2H])NC1=C(C(=CC=C1)C=1SC(=CN1)C(=O)N1CCNCC1)OC